dimethylbis(tert-butylperoxy)hexyne CC(C(C#COOC(C)(C)C)(OOC(C)(C)C)C)CC